(2-Cyclopropyl-1,3-thiazole-5-amido)-4-ethylbenzoic acid C1(CC1)C=1SC(=CN1)C(=O)NC1=C(C(=O)O)C=CC(=C1)CC